4-(4-methoxybenzyloxy)phenylboronic acid pinacol ester COC1=CC=C(COC2=CC=C(C=C2)B2OC(C)(C)C(C)(C)O2)C=C1